ClC=1C(=C(C(=C(C1)C(F)(F)F)CC=C)O)I 3-chloro-2-iodo-6-(prop-2-en-1-yl)-5-(trifluoromethyl)phenol